ClC1=C(C(=NC(=C1)Cl)O[C@@H]1CN(CC1)C(=O)OC(C)(C)C)O tert-butyl (S)-3-((4,6-dichloro-3-hydroxypyridin-2-yl)oxy)pyrrolidine-1-carboxylate